8-amino-1-methyl-N-phenyl-4,5-dihydro-1H-pyrazolo[4,3-h]quinazoline-3-carboxamide NC1=NC=2C3=C(CCC2C=N1)C(=NN3C)C(=O)NC3=CC=CC=C3